3-isopropyl-7-methoxy-6-(3-methoxypropoxy)-3,4-dihydroisoquinoline C(C)(C)C1N=CC2=CC(=C(C=C2C1)OCCCOC)OC